CS(=O)(=NC1=NC(=NC(=C1)N1[C@@H](COCC1)C)C1=C2C(=NC=C1)NC(=N2)C)C (R)-dimethyl((2-(2-methyl-3H-imidazo[4,5-b]pyridin-7-yl)-6-(3-methylmorpholino)pyrimidin-4-yl)imino)-λ6-sulfanone